C1CCC2=C(C1)C=CC(=C2C3=C(C=CC4=C3CCCC4)P(C5=CC=CC=C5)C6=CC=CC=C6)P(C7=CC=CC=C7)C8=CC=CC=C8 (R)-(+)-2,2'-bis(diphenylphosphino)-5,5',6,6',7,7',8,8'-octahydro-1,1'-binaphthyl